NC1=C(C=C(C=C1)C1(C2=CC=CC=C2C=2C=CC=CC12)C1=CC(=C(C=C1)N)Cl)Cl 9,9-bis(4-amino-3-chlorophenyl)fluorene